tert-butyl N-[(3R)-5-[(4-chlorophenyl)methyl]-8-fluoro-7-(hydrazinecarbonyl)-4-oxo-2,3-dihydro-1,5-benzothiazepin-3-yl]carbamate ClC1=CC=C(C=C1)CN1C([C@H](CSC2=C1C=C(C(=C2)F)C(=O)NN)NC(OC(C)(C)C)=O)=O